ClC1=C2C(=CNC2=C(C=C1)NS(=O)(=O)C=1C=NN(C1)C(C(=O)OC)(C)C)C#N methyl 2-[4-[(4-chloro-3-cyano-1H-indol-7-yl)sulfamoyl]pyrazol-1-yl]-2-methylpropanoate